6-(1,4-dioxa-8-azaspiro[4.5]decan-8-yl)-1H,3H-benzo[de]isochromene-1,3-dione O1CCOC12CCN(CC2)C=2C=CC=1C(OC(C3=CC=CC2C13)=O)=O